benzyl (3R)-3-{2'-ethoxy-5-[(2R)-2-ethyl-4-[1-(trifluoromethyl)cyclopentanecarbonyl]piperazin-1-yl]-[2,3'-bipyridine]-6-amido}pyrrolidine-1-carboxylate C(C)OC1=NC=CC=C1C1=NC(=C(C=C1)N1[C@@H](CN(CC1)C(=O)C1(CCCC1)C(F)(F)F)CC)C(=O)N[C@H]1CN(CC1)C(=O)OCC1=CC=CC=C1